allyl-3,4-epoxyheptyl ether C(C=C)OCCC1C(CCC)O1